(2S,5R)-1-(2'-cyano-4'-methoxy-[1,1'-biphenyl]-4-carbonyl)-5-(2-fluorophenyl)pyrrolidine-2-carboxylic acid C(#N)C1=C(C=CC(=C1)OC)C1=CC=C(C=C1)C(=O)N1[C@@H](CC[C@@H]1C1=C(C=CC=C1)F)C(=O)O